6-(bis(4-methoxybenzyl)amino)-2-(1-(m-tolyl)piperidin-4-yl)nicotinaldehyde COC1=CC=C(CN(C2=NC(=C(C=O)C=C2)C2CCN(CC2)C=2C=C(C=CC2)C)CC2=CC=C(C=C2)OC)C=C1